C(C)(C)(C)OC(=O)N[C@H]1[C@@H]2N(C[C@H]1CC2)C(=O)C2=CC(=C(C(=C2)[N+](=O)[O-])NC[C@@H]2CN(CC2)C(=O)OCC2=CC=CC=C2)OC Benzyl (3R)-3-(((4-((1R,4R,7R)-7-((tert-butoxycarbonyl)amino)-2-azabicyclo[2.2.1]heptane-2-carbonyl)-2-methoxy-6-nitrophenyl)amino)methyl)pyrrolidine-1-carboxylate